FC=1C=C(C=CC1)N(C(=O)OCC1CCC(CC1)COCC(=O)O)C1=CC=C(C=C1)C 2-(((1r,4r)-4-(((3-fluorophenyl)(p-tolyl)carbamoyl-oxy)methyl)cyclohexyl)methoxy)acetic acid